7-(2-((4-(3-(dimethylamino)azetidin-1-yl)-2-ethylphenyl)amino)-5-(trifluoromethyl)pyrimidin-4-yl)-4-methyl-3,4-dihydrothieno[2,3-f][1,4]thiazepin-5(2H)-one 1,1-dioxide CN(C1CN(C1)C1=CC(=C(C=C1)NC1=NC=C(C(=N1)C1=CC2=C(C(N(CCS2(=O)=O)C)=O)S1)C(F)(F)F)CC)C